4,4-dimethylvaleramide CC(CCC(=O)N)(C)C